C(C1=CC=CC=C1)[C@@H]1CCC[C@H]2[C@@H](C[C@H](NC([C@@H](NC1=O)CC(C)C)=O)C(=O)[O-])C(NC2)=O (3aR,5S,8S,11S,14aS)-11-benzyl-8-isobutyl-3,7,10-trioxohexadecahydropyrrolo[3,4-g][1,4]diazacyclotridecine-5-carboxylate